(E)-N-hydroxy-3-(2-(4-(2-(4-methoxyphenyl)acetyl)piperazin-1-yl)phenyl)acrylamide ONC(\C=C\C1=C(C=CC=C1)N1CCN(CC1)C(CC1=CC=C(C=C1)OC)=O)=O